6-chloro-7-fluoro-2-(5-fluoro-1H-1,2,4-triazol-3-yl)-3-(1H-imidazol-1-yl)-5-methoxy-1-methyl-1H-indole ClC1=C(C=C2C(=C(N(C2=C1F)C)C1=NNC(=N1)F)N1C=NC=C1)OC